ClC1=C(C(=NN(C1=O)C1=CC2=CN(N=C2C=C1)C)C=O)NCC1CC1 5-chloro-4-((cyclopropylmethyl)amino)-1-(2-methyl-2H-indazol-5-yl)-6-oxo-1,6-dihydropyridazine-3-carbaldehyde